benzo[c]Phenanthrene C1=CC=CC=2C=CC=3C=CC=4C=CC=CC4C3C21